N1(CC1)CC(C)NS(=O)(=O)C=1C=C(C(=O)N(CCC)CCC)C=CC1C 3-(N-(1-(aziridin-1-yl)propan-2-yl)sulfamoyl)-4-methyl-N,N-dipropylbenzamide